tert-butyl (3aR,7aR)-4-(3-fluorophenyl)-hexahydro-2H-pyrrolo[3,2-b]pyridine-1-carboxylate FC=1C=C(C=CC1)N1[C@H]2[C@@H](CCC1)N(CC2)C(=O)OC(C)(C)C